(S*)-N7-methyl-N5-((1S,2S)-2-methylcyclopropyl)-3-phenyl-2,3-dihydrobenzofuran-5,7-dicarboxamide CNC(=O)C1=CC(=CC=2[C@@H](COC21)C2=CC=CC=C2)C(=O)N[C@@H]2[C@H](C2)C |o1:9|